C(C1=CC=CC=C1)OC(=O)NCCN(C(CCl)=O)C1CCN(CC1)C(=O)OC(C)(C)C tert-butyl 4-(N-(2-(((benzyloxy)carbonyl)amino)ethyl)-2-chloroacetamido)piperidine-1-carboxylate